4-(methoxymethyl)-4-methyl-2-(o-tolyl)-4H-benzo[d][1,3]oxazine COCC1(C2=C(N=C(O1)C1=C(C=CC=C1)C)C=CC=C2)C